3-chloro-5-(3-methyl-1-(4-methyl-4H-1,2,4-triazol-3-yl)cyclobutyl)benzene ClC=1C=CC=C(C1)C1(CC(C1)C)C1=NN=CN1C